N(N=S1CN(C2=C1C=C(C=C2)S(=O)(=O)O)CC)=S2CN(C1=C2C=C(C=C1)S(=O)(=O)O)CC azino-bis(3-ethylbenzothiazoline-6-sulfonic acid)